BrC=1C=2N(C=CC1C(=O)OC)N=CC2C(=O)OCC 3-Ethyl 5-methyl 4-bromopyrazolo[1,5-a]pyridine-3,5-dicarboxylate